(R)-1-(2-chloropropyl)-3-fluoropyrrolidine ClC(CN1C[C@@H](CC1)F)C